(E)-3-(2,6-dimethoxyphenyl)-1-(6-methoxy-9H-pyrido[3,4-b]indol-1-yl)prop-2-en-1-one COC1=C(C(=CC=C1)OC)/C=C/C(=O)C1=NC=CC2=C1NC1=CC=C(C=C21)OC